1,2'-dimethyl-6'-((2R,4R)-2-methyltetrahydro-2H-pyran-4-yl)-5',6'-dihydro-7'H-spiro[azetidine-3,8'-pyrido[4,3-d]pyrimidin]-7'-one CN1CC2(C(N(CC3=C2N=C(N=C3)C)[C@H]3C[C@H](OCC3)C)=O)C1